FC=1C(=CC=2C3=C(N=C(C2C1)NC)COC[C@H]3N(C(=O)C=3NC1=CC(=C(C=C1C3)F)F)C)F (S)-N-(8,9-difluoro-6-(methylamino)-1,4-dihydro-2H-pyrano[3,4-c]isoquinolin-1-yl)-5,6-difluoro-N-methyl-1H-indole-2-carboxamide